C(C)C1=C(C(=CC=C1)CC)N1C(C(CC1(C)C)(C1=CC=CC=C1)C)=[Ru-4](=CC1=C(C=CC(=C1)[N+](=O)[O-])OC(C)C)(Cl)Cl (1-(2,6-diethylphenyl)-3,5,5-trimethyl-3-phenylpyrrolidin-2-ylidene)dichloro(2-isopropoxy-5-nitrobenzylidene)ruthenium (II)